FC(OC1=C(C(=C(C=C1)OS(=O)(=O)C)CO)CO)F 3-difluoromethoxy-6-methylsulfonyloxy-1,2-benzenedimethanol